3-formyl-2,2-dimethyl-2H-chromen C(=O)C=1C(OC2=CC=CC=C2C1)(C)C